C(C1=CC=CC=C1)OC1=CC=CC2=CC(=CC=C12)Br 1-(benzyloxy)-6-bromonaphthalene